((1-(pyridin-2-yl)piperidin-4-yl)methyl)-1,3-dihydro-2H-benzo[d]imidazol-2-one N1=C(C=CC=C1)N1CCC(CC1)CN1C(NC2=C1C=CC=C2)=O